4-(benzyloxy)-5-chloro-2-fluoroaniline C(C1=CC=CC=C1)OC1=CC(=C(N)C=C1Cl)F